FC1=C2C(=C3CN(C(C3=C1)=O)C1C(NC(CC1)=O)=O)OCC21CCNCC1 3-(4-fluoro-6-oxo-6,8-dihydro-2H,7H-spiro[furano[2,3-e]isoindole-3,4'-piperidin]-7-yl)piperidine-2,6-dione